C(C)(C)(C)OC(=O)N1C[C@H]2N(C3=C(OC2)C=C(C=C3)N)CC1 (R)-8-amino-1,2,4a,5-tetrahydrobenzo[b]pyrazino[1,2-d][1,4]oxazine-3(4H)-carboxylic acid tert-butyl ester